FC=1C=C(C=CC1C)S(=O)(=O)N1C2CN(C(C1)C2)C(=O)OC(C)(C)C tert-Butyl 5-((3-fluoro-4-methylphenyl)sulfonyl)-2,5-diazabicyclo[2.2.1]heptane-2-carboxylate